(N,N-dimethylaminoethyl) methacrylate C(C(=C)C)(=O)OCCN(C)C